N-benzyl-1-(tetrahydrofuran-2-yl)methylamine C(C1=CC=CC=C1)NCC1OCCC1